(R)-N-((S)-1'-(6-bromo-5-methylpyridin-3-yl)-1,3-dihydrospiro[inden-2,4'-piperidin]-1-yl)-2-methylpropan-2-sulfinamide BrC1=C(C=C(C=N1)N1CCC2(CC1)[C@@H](C1=CC=CC=C1C2)N[S@](=O)C(C)(C)C)C